4-(furan-3-ylmethyl)-6,6-dimethyl-5-oxo-5,6-dihydro-4H-thieno[3,2-b]pyrrole-2-carboxylic acid O1C=C(C=C1)CN1C2=C(C(C1=O)(C)C)SC(=C2)C(=O)O